6-fluoro-7-(2-fluoro-6-hydroxy-phenyl)-1-(2-isopropyl-4-methyl-3-pyridinyl)-4-[(3R)-3-methyl-4-prop-2-enyl-piperazin-1-yl]quinolin-2-one FC=1C=C2C(=CC(N(C2=CC1C1=C(C=CC=C1O)F)C=1C(=NC=CC1C)C(C)C)=O)N1C[C@H](N(CC1)CC=C)C